C(C)(C)(C)[C@]1(N(CC[C@H](C1)C(N)=O)C(=O)OC1=C(C(O)=C(C(O)=C1C)C)C)C1=CC=CC=C1 2,4,6-Trimethyl-Phloroglucinol tert-butyl-(2S,4R)-4-carbamoyl-2-phenyl-piperidine-1-carboxylate